COC1=CC=C(CN2C(C3=CC=CC=C3C2=O)CC(=O)Cl)C=C1 2-(2-(4-methoxybenzyl)-3-oxoisoindolin-1-yl)acetyl chloride